(4-(((1s,4s)-4-aminocyclohexyl)amino)-1H-pyrrolo[2,3-b]pyridin-3-yl)(2-chloro-4-phenoxyphenyl)methanone NC1CCC(CC1)NC1=C2C(=NC=C1)NC=C2C(=O)C2=C(C=C(C=C2)OC2=CC=CC=C2)Cl